7-chloro-4-[[4-(dimethylamino)-1-methylbutanyl]amino]quinoline 1-(2-chlorophenyl)-(S)-2-hydroxypropyl-(S)-1-cyclopropylcarbamate ClC1=C(C=CC=C1)C1(CC1)N(C(O)=O)C[C@H](C)O.ClC1=CC=C2C(=CC=NC2=C1)NC(CCCN(C)C)C